COC=1C=C(C=CC1OC)CCC(=O)O 3-(3,4-dimethoxyphenyl)-propionic acid